4-fluoro-6-(8-fluoro-2-methylimidazo[1,2-a]pyridin-6-yl)-2-(piperidin-4-yl)-1,3-benzothiazole hydrochloride Cl.FC1=CC(=CC2=C1N=C(S2)C2CCNCC2)C=2C=C(C=1N(C2)C=C(N1)C)F